ClC=1C2=C(N(N=C2C=CC1C1=CN(C2=NC(=CN=C21)N2C1CC(CC2CC1)NC(OC(C)(C)C)=O)COCC[Si](C)(C)C)C)C=O tert-Butyl N-[endo-8-[7-(4-chloro-3-formyl-2-methyl-2H-indazol-5-yl)-5-{[2-(trimethylsilyl)ethoxy]methyl}-5H-pyrrolo[2,3-b]pyrazin-3-yl]-8-azabicyclo[3.2.1]octan-3-yl]carbamate